C12CN(CC(N1)C2)C2=C1C(N(C(C1=CC(=C2F)F)=O)C2C(NC(CC2)=O)=O)=O 4-(3,6-diazabicyclo[3.1.1]heptan-3-yl)-2-(2,6-dioxopiperidin-3-yl)-5,6-difluoroisoindoline-1,3-dione